N[C@H](C=1N=C2N(N=CC(=C2)[C@H](NC(CC2CC(C2)(F)F)=O)C2CCOCC2)C1)C1CCC(CC1)(F)F |o1:10| N-((R*)-(2-((S)-Amino(4,4-difluorocyclohexyl)methyl)imidazo[1,2-b]pyridazin-7-yl)(tetrahydro-2H-pyran-4-yl)methyl)-2-(3,3-difluorocyclobutyl)acetamide